NC=1C2=C(N=CN1)C(=NC(=C2)N2CC(C2)(F)F)C=2C(=C(C=CC2C)O)C (S)-3-(4-amino-6-(3,3-difluoroazetidin-1-yl)pyrido[3,4-d]pyrimidin-8-yl)-2,4-dimethylphenol